C(#N)C1=CC=2N(N=C1)C(=CC2)C2=NC=C(C(=O)NC[C@H](C(C)(C)O)F)C(=C2)NC2CCC(CC2)C=2C=NN(C2)CC2CC2 6-(3-cyanopyrrolo[1,2-b]pyridazin-7-yl)-4-(((1r,4R)-4-(1-(cyclopropylmethyl)-1H-pyrazol-4-yl)cyclohexyl)amino)-N-((R)-2-fluoro-3-hydroxy-3-methylbutyl)nicotinamide